NC1=C(C(=CC(=C1)F)C)C1CCC(CC1)=O 4-(2-amino-4-fluoro-6-methylphenyl)-cyclohexan-1-one